2-[(1R,3R,5S)-3-[[5-cyclobutyl-3-(2,6-dichlorophenyl)-1,2-oxazol-4-yl]carbonyloxy]-8-azabicyclo[3.2.1]octan-8-yl]-4-fluoro-1,3-benzothiazole-6-carboxylic acid C1(CCC1)C1=C(C(=NO1)C1=C(C=CC=C1Cl)Cl)C(=O)OC1C[C@H]2CC[C@@H](C1)N2C=2SC1=C(N2)C(=CC(=C1)C(=O)O)F